C(C1=CC=CC=C1)(=O)CC(=O)OC(C=C)(C)CCC=C(C)C linalool benzoylacetate